N-[2-(5-Methyl-1H-pyrazol-1-yl)-[1,3]thiazolo[5,4-c]pyridin-6-yl]-5-(oxan-4-yl)-6-({[(3S)-oxolan-3-yl]amino}methyl)pyridin-2-amine CC1=CC=NN1C=1SC=2C=NC(=CC2N1)NC1=NC(=C(C=C1)C1CCOCC1)CN[C@@H]1COCC1